[N+](=O)([O-])C1=C(C=CC(=C1)[N+](=O)[O-])N[C@@H](CCCCN)C(=O)O (2,4-dinitrophenyl)-lysine